BrC1=C2C=C(C=NC2=CC=N1)C1=NN(C(=C1C(=O)N)C(F)(F)F)C1=C2C=CNC(C2=CC=C1)=C=O (5-bromo-1,6-naphthyridin-3-yl)-1-(1-carbonyl-1,2-dihydroisoquinolin-5-yl)-5-(trifluoromethyl)-1H-pyrazole-4-carboxamide